ClC1=CC(=C(S1)C(=O)O)OC1CCN(CC1)CC(C)(C)O 5-chloro-3-((1-(2-hydroxy-2-methylpropyl)piperidin-4-yl)oxy)thiophene-2-carboxylic acid